BrCCC1=CC=C(C=C1)CCCNC(=O)C=1C=NN2C1N=C(C=C2)N2[C@H](CCC2)C2=C(C=CC(=C2)F)F N-[3-[4-(2-bromoethyl)phenyl]propyl]-5-[(2R)-2-(2,5-difluorophenyl)pyrrolidin-1-yl]pyrazolo[1,5-a]pyrimidine-3-carboxamide